S1C=C(C=C1)C=1N=CC=2N(C1)C(=CN2)C=2C=C(C=CC2)O 3-[6-(3-thienyl)imidazo[1,2-a]pyrazin-3-yl]phenol